ethyl 8'-chloro-4'H-spiro[cyclopropane-1,5'-naphtho[2,1-d]isoxazole]-3'-carboxylate ClC1=CC=C2C3(CC=4C(=NOC4C2=C1)C(=O)OCC)CC3